2-chloro-4-nitro-benzotrifluoride ClC1=C(C=CC(=C1)[N+](=O)[O-])C(F)(F)F